C(C)(=O)N[C@H](C[C@H](C(C)C)NCCCCCC)C=1SC=C(N1)C(=O)OCC Ethyl 2-[(1R,3R)-1-acetamido-3-(hexylamino)-4-methylpentyl]-1,3-thiazole-4-carboxylate